C(=O)=[Ru](C1=CC=CCC1)(=C=O)=C=O tricarbonyl-1,3-cyclohexadienyl-ruthenium